(R)-2-bromo-N-(3-fluoro-4-(hydroxymethyl)phenyl)butanamide Br[C@@H](C(=O)NC1=CC(=C(C=C1)CO)F)CC